C(CCC)(=O)OC(CC)CCC 3-hexyl butyrate